N-isopropyl-N,2,2-trimethyl-3-vinyl-2H-chromen-7-amine C(C)(C)N(C1=CC=C2C=C(C(OC2=C1)(C)C)C=C)C